6-chloro-4-((2-methoxy-3-(2-ethyl-2H-1,2,3-triazol-4-yl)phenyl)amino)-N-(methyl-d3)pyridazine-3-carboxamide ClC1=CC(=C(N=N1)C(=O)NC([2H])([2H])[2H])NC1=C(C(=CC=C1)C1=NN(N=C1)CC)OC